NC(C(=O)O)CCC(=O)NC1CCCCC1 2-amino-5-(cyclohexylamino)-5-oxopentanoic acid